(R)-(-)-N-(1,1,3-trimethyl-indane-4-yl)-1-methyl-3-difluoromethylpyrazol-4-carboxylic acid amide CC1(C[C@H](C2=C(C=CC=C12)NC(=O)C=1C(=NN(C1)C)C(F)F)C)C